2-phenyl-5-trifluoromethylisothiazolo[5,4-b]pyridine-3(2H)-one C1(=CC=CC=C1)N1SC2=NC=C(C=C2C1=O)C(F)(F)F